NC1(CN(CCC1)C=1C=NC(=CC1CN1C2=NC=NC(=C2N=C1)N)C1=C(C(=C(C=C1)F)F)F)C(C(F)F)O 1-(3-amino-1-(4-((6-amino-9H-purin-9-yl)methyl)-6-(2,3,4-trifluorophenyl)pyridin-3-yl)piperidin-3-yl)-2,2-difluoroethan-1-ol